OC1=C(C=CC=C1)C1=CC2=C(N=N1)C=C(N2C)C2CCN(CC2)C(=O)OC(C)(C)C tert-butyl 4-(3-(2-hydroxyphenyl)-5-methyl-5H-pyrrolo[3,2-c]pyridazin-6-yl)piperidine-1-carboxylate